1-(3-(5-amino-2-chloro-4-fluoro-3-methylbenzamido)-4-((3S,5R)-3,4,5-trimethylpiperazin-1-yl)phenyl)-N-(3-morpholinopropyl)-1H-1,2,3-triazole-4-carboxamide NC=1C(=C(C(=C(C(=O)NC=2C=C(C=CC2N2C[C@@H](N([C@@H](C2)C)C)C)N2N=NC(=C2)C(=O)NCCCN2CCOCC2)C1)Cl)C)F